4-(bis(methyl-d3)amino)but-2-en-1-one methyl-3-(2-((1S,2S,5R)-1-hydroxy-2-isopropyl-5-methylcyclohexane-1-carboxamido)ethyl)benzoate COC(C1=CC(=CC=C1)CCNC(=O)[C@]1([C@@H](CC[C@H](C1)C)C(C)C)O)=O.C([2H])([2H])([2H])N(CC=CC=O)C([2H])([2H])[2H]